(2,2-difluoro-6-nitrobenzo[d][1,3]dioxol-5-yl)(3,5-dimethylphenyl)methanone FC1(OC2=C(O1)C=C(C(=C2)C(=O)C2=CC(=CC(=C2)C)C)[N+](=O)[O-])F